C(C1=CC=CC=C1)NC(=O)C=1OC(=CC1)C(=O)NCC1=CC=CC=C1 N2,N5-dibenzylfuran-2,5-dicarboxamide